N[C@@H](C(=O)OC)C(C)C methyl (2R)-2-amino-3-methyl-butanoate